NC1=C2N=CN(C2=NC(=N1)F)[C@H]1C[C@@H]([C@@](O1)(C#C)CO[P@](=O)(OC1=CC=CC=C1)N[C@H](C(=O)OCC(CCCCCCCC)CCCCCCCC)CC1=CC(=CC(=C1)F)F)O 2-Octyldecyl (S)-2-(((S)-(((2R,3S,5R)-5-(6-amino-2-fluoro-9H-purin-9-yl)-2-ethynyl-3-hydroxytetrahydrofuran-2-yl)methoxy)(phenoxy)phosphoryl)amino)-3-(3,5-difluorophenyl)propanoate